C(CC)C1(C=CC=C1)[Gd](C1(C=CC=C1)CCC)C1(C=CC=C1)CCC tris(n-propylcyclopentadienyl)gadolinium(III)